ClC1=C(C=CC=C1F)C1N=C(NC(=C1C(=O)OC)C1CCN(CC1)S(=O)(=O)C[C@@H]1CC[C@H](CC1)C(=O)OC)C=1SC=CN1 (trans)-Methyl 4-(2-chloro-3-fluorophenyl)-6-(1-(((4-(methoxycarbonyl)cyclohexyl)methyl)sulfonyl)piperidin-4-yl)-2-(thiazol-2-yl)-1,4-dihydropyrimidine-5-carboxylate